laurylcarboxylmethylhydroxyethylimidazolium C(CCCCCCCCCCC)C=1[N+](=C(NC1)CCO)CC(=O)O